CC1=NC2=CC=CC=C2C(=C1)N1CCN(CC1)C(=O)C1CN(CCC1)S(=O)(=O)C=1C=NC=CC1 (4-(2-methylquinolin-4-yl)piperazin-1-yl)(1-(pyridin-3-ylsulfonyl)piperidin-3-yl)methanone